Cl.NC1=NC2=C(N1C)C(=CC=C2OC)C#N 2-amino-4-methoxy-1-methyl-1H-benzo[d]imidazole-7-carbonitrile hydrochloride